(R)-N-((S)-1'-(6-chloro-1,2,4-triazin-3-yl)-1,3-dihydrospiro[inden-2,4'-piperidin]-1-yl)-2-methylpropane-2-sulfinamide ClC1=CN=C(N=N1)N1CCC2(CC1)[C@@H](C1=CC=CC=C1C2)N[S@](=O)C(C)(C)C